C(C)(=O)NCC(C)=O acetamidoacetone